C(=O)C1=C(C(=O)OC)C=CC(=C1)N1C[C@@H](OCC1)CO methyl (R)-2-formyl-4-(2-(hydroxymethyl)morpholino)benzoate